O=C1N(CCC1)CCONC1=CC=CC=C1 2-(2-oxopyrrolidin-1-yl)ethoxyaniline